3-(3-methyl-7-{6-[1-(propan-2-yl)-1H-pyrazol-5-yl]pyridine-3-carbonyl}-5H,6H,7H,8H-imidazo[1,5-a]pyrazin-1-yl)-2-(propan-2-yl)pyridine CC1=NC(=C2N1CCN(C2)C(=O)C=2C=NC(=CC2)C2=CC=NN2C(C)C)C=2C(=NC=CC2)C(C)C